(R)-(5-(7-fluoro-6-(tetrahydrofuran-3-yl)-1H-benzo[d]imidazol-2-yl)-1H-pyrrol-3-yl)(2-(trifluoromethyl)pyridin-3-yl)methanone FC1=C(C=CC2=C1NC(=N2)C2=CC(=CN2)C(=O)C=2C(=NC=CC2)C(F)(F)F)[C@@H]2COCC2